Cl.C(C)(=O)SCN1CCCCC1 S-(1-piperidinylmethyl) thioacetate hydrochloride